N1C=CC2=CC=C(C=C12)S(=O)(=O)N1C[C@@H](C[C@@H]1C)N(C1=CC=C(C=C1)O)C |r| rac-4-(((3R,5S)-1-((1H-indol-6-yl)sulfonyl)-5-methylpyrrolidin-3-yl)(methyl)amino)phenol